5'-(4-Aminopiperidin-1-yl)-3-fluoro-3''-hydroxy-3',4''-dimethoxy-[1,1':2',1''-terphenyl] NC1CCN(CC1)C1=CC(=C(C(=C1)C1=CC(=CC=C1)F)C1=CC(=C(C=C1)OC)O)OC